1,3,5,7,9-pentaphenyldecane C1(=CC=CC=C1)CCC(CC(CC(CC(C)C1=CC=CC=C1)C1=CC=CC=C1)C1=CC=CC=C1)C1=CC=CC=C1